C(C)OC(=O)C=1C=NN2C1NC(=CC2=O)C2=CC=C(C=C2)C2=CC=CC=C2 5-([1,1'-Biphenyl]-4-yl)-7-oxo-4,7-dihydropyrazolo[1,5-a]pyrimidine-3-carboxylic acid ethyl ester